FC=1C=C(C=C(C1)F)[C@@H]1CC[C@H]2OC3(C(N21)=O)CNC3 (5'S,7a'R)-5'-(3,5-difluorophenyl)tetrahydro-3'H-spiro[azetidine-3,2'-pyrrolo[2,1-b]oxazol]-3'-one